1-{[2-(trimethylsilyl)ethoxy]methyl}-1H-pyrrolo[2,3-b]pyridine-3-carbohydrazide C[Si](CCOCN1C=C(C=2C1=NC=CC2)C(=O)NN)(C)C